ribosyl-homocysteine C1([C@H](O)[C@H](O)[C@H](O1)CO)N[C@@H](CCS)C(=O)O